1,1,5,5-tetra-(5-tert-butyl-4-hydroxy-2-methyl-phenyl)pentane C(C)(C)(C)C=1C(=CC(=C(C1)C(CCCC(C1=C(C=C(C(=C1)C(C)(C)C)O)C)C1=C(C=C(C(=C1)C(C)(C)C)O)C)C1=C(C=C(C(=C1)C(C)(C)C)O)C)C)O